O=C(CNC(=O)C1CCN(CC1)C(=O)C=1N=NC=CC1)NC=1C=C2CC3(C(NC4=NC=CC=C43)=O)CC2=CC1 N-(2-oxo-2-((2'-oxo-1,1',2',3-tetrahydrospiro[indene-2,3'-pyrrolo[2,3-b]pyridin]-5-yl)amino)ethyl)-1-(pyridazine-3-carbonyl)piperidine-4-carboxamide